androstane-16-en-3alpha-ol C[C@@]12C=CC[C@H]1[C@@H]1CCC3C[C@@H](CC[C@]3(C)[C@H]1CC2)O